C(C)(C)(C)OC(=O)N1CCC(=CC1)C1=CC(=C(C=C1)NCC(F)F)[N+](=O)[O-] 4-(4-((2,2-difluoroethyl)amino)-3-nitrophenyl)-3,6-dihydropyridine-1(2H)-carboxylic acid tert-butyl ester